6-((2-(cis-3-fluoro-4-methoxypiperidin-1-yl)pyrimidin-4-yl)amino)-4-(isopropylamino)-N-(3-(4-methylpiperazin-1-yl)phenyl)nicotinamide F[C@@H]1CN(CC[C@@H]1OC)C1=NC=CC(=N1)NC1=NC=C(C(=O)NC2=CC(=CC=C2)N2CCN(CC2)C)C(=C1)NC(C)C